(5S)-2-(methoxymethyl)-5-methylmorpholine COCC1CN[C@H](CO1)C